2-Hydroxymethyl-1-naphthol OCC1=C(C2=CC=CC=C2C=C1)O